C(C)(C)(C)OC(=O)N1CC2(C1)C[C@H](CC2)N2CCOCC2 (6S)-6-morpholino-2-azaspiro[3.4]octane-2-carboxylic acid tert-butyl ester